rac-tert-butyl (3R,4S)-3-amino-4-methoxypyrrolidine-1-carboxylate N[C@@H]1CN(C[C@@H]1OC)C(=O)OC(C)(C)C |r|